2-[2-methyl-4-(trifluoromethyl)phenyl]ethanol CC1=C(C=CC(=C1)C(F)(F)F)CCO